5-dodecyl-heptadecane-1,5-diol C(CCCCCCCCCCC)C(CCCCO)(CCCCCCCCCCCC)O